BrC1=C(C[C@H]2N(C(OC2)=O)[C@H](C)S(=O)(=O)C2=CC=CC=C2)C=CC=C1 (R)-4-(2-bromobenzyl)-3-((s)-1-(phenylsulfonyl)ethyl)oxazolidin-2-one